CC1=NNC2=NC=C(C=C21)C(=O)NN 3-methyl-1H-pyrazolo[3,4-b]pyridine-5-carbohydrazide